ClC1=CC=C(C=N1)NC1=NC=CC2=CC(=CC=C12)OCC1(CC1)C N-(6-chloropyridin-3-yl)-6-((1-methylcyclopropyl)methoxy)isoquinolin-1-amine